2-((1E,3E)-4-(6-(dimethyl-amino)pyridine-3-yl)buta-1,3-dienyl)quinoline-6-ol CN(C1=CC=C(C=N1)/C=C/C=C/C1=NC2=CC=C(C=C2C=C1)O)C